2-(2-cyclohexylethyl)-8-phenylanthra[1,2-b:5,6-b']dithiophene C1(CCCCC1)CCC1=CC2=C(S1)C1=CC=3C=CC4=C(SC(=C4)C4=CC=CC=C4)C3C=C1C=C2